N6-{[(2R,3R)-3-methyl-3,4-dihydro-2H-pyrrole-2-yl]carbonyl}-L-lysine C[C@H]1[C@@H](N=CC1)C(=O)NCCCC[C@H](N)C(=O)O